C(NC(C1=CN=CC=C1)=O)([2H])([2H])[2H] N-(methyl-d3)nicotinamide